2-(6-Fluoro-1H-indol-3-yl)-1-[4-(5-hydroxy-pyridin-2-yl)-piperazin-1-yl]-ethanone FC1=CC=C2C(=CNC2=C1)CC(=O)N1CCN(CC1)C1=NC=C(C=C1)O